OC=1C(=C2OC3=C(C(C(=CC3=CC2=CC1I)I)=O)I)I 6-hydroxy-2,4,5,7-tetraiodo-3-oxo-xanthen